6-(3-Isopropyl-5-((1-(oxetan-3-yl)azetidin-3-yl)methoxy)-1H-indol-2-yl)-8-methyl-[1,2,4]triazolo[1,5-a]pyridin C(C)(C)C1=C(NC2=CC=C(C=C12)OCC1CN(C1)C1COC1)C=1C=C(C=2N(C1)N=CN2)C